NCC(=O)N1C[C@@H](C([C@@H](C1)C)(O)C1=C(C=C(C=C1C)C1=C2C(=NC=C1)NC=C2C=2C=NC=CC2)F)C 2-amino-1-((3S,4s,5R)-4-(2-fluoro-6-methyl-4-(3-(pyridin-3-yl)-1H-pyrrolo[2,3-b]pyridin-4-yl)phenyl)-4-hydroxy-3,5-dimethylpiperidin-1-yl)ethan-1-one